OC[C@@H](C[C@@H](CCCCCCCCCCCCCCC)O)O (2r,4r)-1,2,4-trihydroxynonadecane